C1(CC1)[C@]1(C(N(C[C@H]1C)C=1C=2N(C=C(N1)C=1C=NN(C1)C([2H])([2H])[2H])N=CC2F)=O)C#N (3R,4S)-3-cyclopropyl-1-(3-fluoro-6-(1-(methyl-d3)-1H-pyrazol-4-yl)pyrazolo[1,5-a]pyrazin-4-yl)-4-methyl-2-oxopyrrolidine-3-carbonitrile